diisopropyl (aminomethyl)phosphonate NCP(OC(C)C)(OC(C)C)=O